N-cyclobutyl-2-nitro-5-(pyrimidin-2-yl)aniline C1(CCC1)NC1=C(C=CC(=C1)C1=NC=CC=N1)[N+](=O)[O-]